FC1=CC=C(C=C1)N1N=CC2=CC(=CC=C12)N1[C@H]([C@H](C(C1=O)(C)C)C=1C(=NN(C1)C)C(=O)N)C1=CC=CC=C1 ((2R,3S)-1-(1-(4-fluorophenyl)-1H-indazol-5-yl)-4,4-dimethyl-5-oxo-2-phenylpyrrolidin-3-yl)-1-methyl-1H-pyrazole-3-carboxamide